[Si](C)(C)(C(C)(C)C)OCCN1CCN(CC1)C=CC(=O)NC1=NC=CC(=C1)NC1=C(N=NC(=C1)C1=C(C=CC(=C1)Cl)F)C(F)(F)F 3-(4-{2-[(tert-butyldimethylsilyl)oxy]ethyl}piperazin-1-yl)-N-(4-{[6-(5-chloro-2-fluorophenyl)-3-(trifluoromethyl)pyridazin-4-yl]amino}pyridin-2-yl)propenamide